N-(6-fluoro-1-oxoisoindolin-4-yl)-3-(isoxazol-3-ylethynyl)benzenesulfonamide FC1=CC(=C2CNC(C2=C1)=O)NS(=O)(=O)C1=CC(=CC=C1)C#CC1=NOC=C1